tert-butyl 4-((6-cyano-2H-indazol-2-yl)(2-(hydroxymethyl)cyclopropyl)-methyl)-5-methoxy-7-methyl-1H-indole-1-carboxylate C(#N)C=1C=CC2=CN(N=C2C1)C(C1=C2C=CN(C2=C(C=C1OC)C)C(=O)OC(C)(C)C)C1C(C1)CO